FC1=CC(=CC=2N(C(=NC21)[C@@H]2CN(CC2)C(=O)OC(C)(C)C)C(C)C)B2OC(C(O2)(C)C)(C)C tert-butyl (S)-3-(4-fluoro-1-isopropyl-6-(4,4,5,5-tetramethyl-1,3,2-dioxaborolan-2-yl)-1H-benzo[d]imidazol-2-yl)pyrrolidine-1-carboxylate